N1N=CC(=C1)OC=1C=C(CNCCCCOCCNC2=C3C=NNC3=CC(=C2)C=2C=C(N=NC2)O)C=C(C1)F 5-(4-((2-(4-((3-((1H-pyrazol-4-yl)oxy)-5-fluorobenzyl)amino)butoxy)ethyl)amino)-1H-indazol-6-yl)pyridazin-3-ol